FC1=CC(=C(C=C1)C1=NN=C(O1)C(=O)N1[C@@H](C2=C(CC1)NC=N2)C=2OC1=C(N2)C=C(C=C1)F)C (S)-(5-(4-fluoro-2-methylphenyl)-1,3,4-oxadiazol-2-yl)(4-(5-fluorobenzo[d]oxazol-2-yl)-6,7-dihydro-1H-imidazo[4,5-c]pyridin-5(4H)-yl)methanone